2-(2-amino-6-chlorophenyl)ethanol NC1=C(C(=CC=C1)Cl)CCO